(R)-N-methoxy-N-methyl-5-(4-(1-methyl-4-((1-(2-methyl-3-(trifluoromethyl)phenyl)ethyl)amino)phthalazin-6-yl)piperazin-1-yl)pentanamide CON(C(CCCCN1CCN(CC1)C=1C=C2C(=NN=C(C2=CC1)C)N[C@H](C)C1=C(C(=CC=C1)C(F)(F)F)C)=O)C